4-cyano-4-(ethylsulfanylthiocarbonyl)sulfanyl-pentanoic acid C(#N)C(CCC(=O)O)(C)SC(=S)SCC